O=C1NC(CCC1N1C(C2=CC=CC(=C2C1)CCCC(=O)OCCCN1N=CC(=C1)C#CC1=C(C2=C(N3C(COC2)=NN=C3C)S1)CC1=CC=CC=C1)=O)=O 3-(4-((3-benzyl-9-methyl-4H,6H-thieno[2,3-e][1,2,4]triazolo[3,4-c][1,4]oxazepin-2-yl)ethynyl)-1H-pyrazol-1-yl)propyl 4-(2-(2,6-dioxopiperidin-3-yl)-1-oxoisoindolin-4-yl)butanoate